C(C)(C)(C)OC(=O)N1OCC[C@H]1C=1C=NC=C(C1)F (3S)-3-(5-fluoro-3-pyridinyl)isoxazolidine-2-carboxylic acid tert-butyl ester